2-fluoro-1-(3-(3-(4-(trifluoro-methyl)phenyl)-6,7-dihydro-pyrano[4,3-c]pyrazol-2(4H)-yl)azetidin-1-yl)prop-2-en-1-one FC(C(=O)N1CC(C1)N1N=C2C(=C1C1=CC=C(C=C1)C(F)(F)F)COCC2)=C